4-cyclopentylpiperazin C1(CCCC1)N1CCNCC1